ClC1=CC=C2C(=N1)SC(=N2)C 5-chloro-2-methylthiazolo[5,4-b]pyridine